ClC1=NC=C(C(=C1)C1=C(C=NC(=C1)C)C(=O)NC=1SC(=NN1)SCC)OC 2'-chloro-N-(5-(ethylthio)-1,3,4-thiadiazol-2-yl)-5'-methoxy-6-methyl-[4,4'-bipyridine]-3-carboxamide